C1(CCC(N1OC(=O)C1=CC=C(C(SSC2=NC=CC=C2)C)C=C1)=O)=O 4-succinimidyloxycarbonyl-methyl-alpha-[2-pyridyldithio]toluene